O=C1NC(CCC1N1C(N(C2=C1C=CC=C2C21CC(C2)(C1)C=O)C)=O)=O 3-[1-(2,6-Dioxo-3-piperidyl)-3-methyl-2-oxo-benzimidazol-4-yl]bicyclo[1.1.1]pentane-1-carbaldehyde